4-(1-(2-((S)-3-aminopiperidin-1-yl)-1H-benzo[d]imidazol-1-yl)ethyl)benzonitrile N[C@@H]1CN(CCC1)C1=NC2=C(N1C(C)C1=CC=C(C#N)C=C1)C=CC=C2